N1C=CC=2C1=NC(=CC2)CNC(=O)C2CCN(CC2)C(=O)C2=NNC(=C2)C2=CC(=NC=C2Cl)OC N-((1H-pyrrolo[2,3-b]pyridin-6-yl)methyl)-1-(5-(5-chloro-2-methoxypyridin-4-yl)-1H-pyrazole-3-carbonyl)piperidine-4-carboxamide